C[C@H]1CN(CC1)C1=NC(=CN=C1)C#C[Si](C)(C)C (R)-2-(3-methylpyrrolidin-1-yl)-6-((trimethylsilyl)ethynyl)pyrazine